C(CC)C=1C=C(SC1)B(O)O 4-PROPYLTHIOPHEN-2-YLBORONIC ACID